FC=1C(=C(C=CC1F)[C@H]1[C@H](O[C@@]([C@H]1C)(C(F)(F)F)C)C(=O)NC1=CC(=[N+](C=C1)[O-])C(=O)N)O 4-[[(2S,3S,4S,5S)-3-(3,4-Difluoro-2-hydroxy-phenyl)-4,5-dimethyl-5-(trifluoromethyl)tetrahydrofuran-2-carbonyl]amino]-1-oxido-pyridin-1-ium-2-carboxamid